(R)-2-amino-6-borono-2-(2-(4-hydroxypiperidin-1-yl)ethyl)hexanoic acid N[C@](C(=O)O)(CCCCB(O)O)CCN1CCC(CC1)O